2-cyano-N-(3,5-difluorophenyl)-5-((2,2,2-trifluoroethyl)sulfonyl)isonicotinamide C(#N)C=1C=C(C(=O)NC2=CC(=CC(=C2)F)F)C(=CN1)S(=O)(=O)CC(F)(F)F